C1(CC1)C(C)C1=CC(=C2C(C(C(O2)C)C)=C1O)F 5-(1-cyclopropylethyl)-7-fluoro-2,3-dimethyl-2,3-dihydrobenzofuran-4-ol